[3-cyclobutyl-5-[(E)-[(1,1-dioxo-1,2-benzothiazol-3-yl)-methyl-hydrazono]methyl]-2-oxo-benzimidazol-1-yl]methyl N,N-dimethylcarbamate CN(C(OCN1C(N(C2=C1C=CC(=C2)/C=N/N(C)C2=NS(C1=C2C=CC=C1)(=O)=O)C1CCC1)=O)=O)C